FC(C(=O)O)(F)F.C(C)(C)(C)C1=CC=C(C=C1)NC1=NC=C(C(=N1)NC=1C=CC2=C(NC(O2)=O)C1)F 5-(2-(4-tert-butylphenylamino)-5-fluoropyrimidin-4-ylamino)benzo[d]oxazol-2(3H)-one trifluoroacetate salt